C(C)(C)(C)N(C([O-])=O)CCCC=1C=CC2=C(C(OC3=CC(=CC=C23)O[Si](C)(C)C(C)(C)C)=O)C1.[Br-].C(CCCCCCC\C=C/CCCCCCCC)(=O)OCC(C[N+](CCO)(C)C)OC(CCCCCCC\C=C/CCCCCCCC)=O.C(CCCCCCC\C=C/CCCCCCCC)(=O)OCC(C[N+](C)(C)CCO)OC(CCCCCCC\C=C/CCCCCCCC)=O N-(1,2-Dioleoyloxyprop-3-yl)-N,N-dimethyl-N-hydroxyethyl-ammonium bromid tert-butyl-(3-(3-((tert-butyldimethylsilyl)oxy)-6-oxo-6H-benzo[c]chromen-8-yl)propyl)carbamate